(R)-2-methyl-1-(2-(1-(2-(pyrimidin-5-yl)-2-azaspiro[3.4]octan-6-yl)piperidin-4-yl)phenoxy)propan-2-ol formate C(=O)OC(COC1=C(C=CC=C1)C1CCN(CC1)[C@H]1CC2(CN(C2)C=2C=NC=NC2)CC1)(C)C